1-(9Z-tetradecenoyl)-2-(9Z,12Z-octadecadienoyl)-glycero-3-phosphoserine CCCCC/C=C\C/C=C\CCCCCCCC(=O)O[C@H](COC(=O)CCCCCCC/C=C\CCCC)COP(=O)(O)OC[C@@H](C(=O)O)N